2,3-dimethyl-quinolizine chloride salt [Cl-].CC=1C=C2C=CC=CN2CC1C